NC1=C(C=C(C=O)C=C1)C 4-AMINO-3-METHYLBENZALDEHYDE